NC1=C2C(=NC=N1)N(N=C2I)C2CCC(CC2)O 4-(4-amino-3-iodo-1H-pyrazolo[3,4-d]pyrimidin-1-yl)cyclohexane-1-ol